bis(4-(1H-1,2,4-triazole-1-yl) phenyl) ketone N1(N=CN=C1)C1=CC=C(C=C1)C(=O)C1=CC=C(C=C1)N1N=CN=C1